CN1C(N(CC=2C1=NC(=NC2)NC2=CC=C(C=C2)N2CCN(CC2)C)C2CCN(CC21CCC1)C(=O)OC(C)(C)C)=O tert-butyl 9-[1-methyl-7-[4-(4-methylpiperazin-1-yl)anilino]-2-oxo-4H-pyrimido[4,5-d]pyrimidin-3-yl]-6-azaspiro[3.5]nonane-6-carboxylate